C(C=C)(=O)OCCCCCCCCCCCCCCCCCCCCC n-heneicosyl acrylate